1-phenyl-2,2-bis(4-hydroxyphenyl)butane C1(=CC=CC=C1)CC(CC)(C1=CC=C(C=C1)O)C1=CC=C(C=C1)O